FC1=C(C=CC(=C1)OC)C=1N(C(C=C2C1C(N(N2)C2=C(C=CC=C2)OC)=O)=O)CC=2C=NC=CC2 4-(2-fluoro-4-methoxyphenyl)-2-(2-methoxyphenyl)-5-(pyridin-3-ylmethyl)-1H-pyrazolo[4,3-c]pyridine-3,6(2H,5H)-dione